C(=O)(C#N)C#N Carbonyl Cyanide